Cl.C1=CC(O)=C2C=3[C@@]45[C@@H](O2)C(=O)CC[C@H]4[C@@H](CC13)N(C)CC5 HYDROMORPHONE HYDROCHLORIDE